1,3-dimethyl-naphthalene CC1=CC(=CC2=CC=CC=C12)C